BrC=1C=CC2=C(N=C(S2)C2C(CN(C2)C(=O)OC(C)(C)C)(C)C)C1 tert-butyl 4-(5-bromobenzo[d]thiazol-2-yl)-3,3-dimethylpyrrolidine-1-carboxylate